(5S)-2-(4-bromo-3-chloro-phenyl)-5-methyl-piperidine BrC1=C(C=C(C=C1)C1NC[C@H](CC1)C)Cl